methyl r-butyl ether C(CCC)OC